CN1[C@H]2CCCN([C@H]2CCC1)C1=CC=C(N=N1)C1=C(C=C(C=C1C)C(F)(F)F)O 2-[6-[(4aS,8aS)-5-methyl-2,3,4,4a,6,7,8,8a-octahydro-1,5-naphthyridin-1-yl]pyridazin-3-yl]-3-methyl-5-(trifluoromethyl)phenol